CNC(O[C@@H]1CC[C@H](CC1)C(N(C[C@@H]1CC[C@H](CC1)C1=NC(=C(C=C1)OC)C)C1=CC(=CC=C1)C=1C=NN(C1)C1CC1)=O)=O trans-4-((3-(1-Cyclopropyl-1H-pyrazol-4-yl)phenyl)((trans-4-(5-methoxy-6-methylpyridin-2-yl)cyclohexyl)methyl)carbamoyl)cyclohexyl methylcarbamate